[Rh]Cl.CC=CCC=CC hepta-2,5-diene rhodium(I) chloride